Cl.C1(CC1)O[C@@H]1CC[C@H](CC1)NC (trans)-4-cyclopropoxy-N-methylcyclohexan-1-amine HCl